2-[1-[3,6-Dimethyl-2-(2-methylpyrazolo[4,3-b]pyridin-5-yl)-4-oxo-chromen-8-yl]ethylamino]benzoic acid CC1=C(OC2=C(C=C(C=C2C1=O)C)C(C)NC1=C(C(=O)O)C=CC=C1)C=1C=CC=2C(N1)=CN(N2)C